N-secondary butyl-(trimethylsilyl)amine C(C)(CC)N[Si](C)(C)C